C(C)N1C[C@@H]2N(C3=C(C1)C=C(C=N3)C(F)(F)F)CCNC2 (R)-6-ethyl-3-(trifluoromethyl)-6,7,7a,8,10,11-hexahydropyrazino[1,2-a]pyrido[3,2-f][1,4]diazepin